Tert-butyl (12aR)-9-(2-ethenyl-6-methoxyphenyl)-8,10-difluoro-3,4,12,12a-tetrahydro-6H-pyrazino[2,1-c][1,4]benzoxazepine-2(1H)-carboxylate C(=C)C1=C(C(=CC=C1)OC)C1=C(C2=C(CN3[C@@H](CO2)CN(CC3)C(=O)OC(C)(C)C)C=C1F)F